5-bromo-4-methoxy-pyridine-2-carboxylic acid BrC=1C(=CC(=NC1)C(=O)O)OC